FC1=C(C(C1(F)F)(F)F)OC(F)(F)F 1,3,3,4,4-pentafluoro-2-(trifluoromethoxy)cyclobut-1-ene